NC(C(=O)O)C1=CC(=CC=C1)C(F)(F)F 2-amino-2-(3-(trifluoromethyl)phenyl)acetic acid